CC(C(=O)O)C methyl(propanoic acid)